5,6-dichloro-tetradecanoic acid ClC(CCCC(=O)O)C(CCCCCCCC)Cl